O=C(C(C(=O)OCC)C)C ethyl 3-oxo-2-methylbutanoate